(S)-2-(3-isopropyl-2-(2-methylpyridin-4-yl)-1H-indol-5-yl)-5-(pyrrolidin-2-yl)-1,3,4-oxadiazole C(C)(C)C1=C(NC2=CC=C(C=C12)C=1OC(=NN1)[C@H]1NCCC1)C1=CC(=NC=C1)C